2-amino-N-(5-nitropyridin-2-yl)benzamide NC1=C(C(=O)NC2=NC=C(C=C2)[N+](=O)[O-])C=CC=C1